(E)-N-(4'-cyclopropylbiphenyl-3-yl)-3-(furan-2-yl)acrylamide C1(CC1)C1=CC=C(C=C1)C1=CC(=CC=C1)NC(\C=C\C=1OC=CC1)=O